C12(CC(C1)C2)N2[C@@H](C=1NC3=CC=CC=C3C1C[C@H]2C)C2=CC=C(C=C2)O[C@@H]2CN(CC2)CCCF (1R,3R)-2-(bicyclo[1.1.1]pentan-1-yl)-1-(4-(((S)-1-(3-fluoropropyl)pyrrolidin-3-yl)oxy)phenyl)-3-methyl-2,3,4,9-tetrahydro-1H-pyrido[3,4-b]indole